BrC=1N=C(N2C1C(=NC=C2)C)[C@@H]2CC[C@H](CC2)N2CCN(CC2)C 1-bromo-8-methyl-3-((trans)-4-(4-methylpiperazin-1-yl)cyclohexyl)-imidazo[1,5-a]pyrazine